NC1=C2C(=NC=N1)N(N=C2C2=CC(=C(C=C2)N2CCOCC2)Cl)[C@@H](C)C=2OC1=CC=CC(=C1C(C2C2=CC(=CC=C2)F)=O)F (S)-2-(1-(4-amino-3-(3-chloro-4-morpholinophenyl)-1H-pyrazolo[3,4-d]pyrimidin-1-yl)ethyl)-5-fluoro-3-(3-fluorophenyl)-4H-chromen-4-one